2-bromo-1-(6-ethoxypyridin-3-yl)ethan-1-one BrCC(=O)C=1C=NC(=CC1)OCC